(4-bromobenzamide) 4-(1,2,3,4-tetrahydronaphthalen-2-yl)thiophene-3-carboxylate C1C(CCC2=CC=CC=C12)C=1C(=CSC1)C(=O)O.BrC1=CC=C(C(=O)N)C=C1